FC(C(=O)O)(F)F.FC(C(=O)O)(F)F.NC(=N)N guanidine di(2,2,2-trifluoroacetate)